C1(=CC=CC=C1)NC[C@@H]1CC[C@H](CO1)NC=1C2=C(N=CN1)NC=C2C=O (4-{[(3R,6S)-6-[(phenylamino)methyl]-3,4,5,6-tetrahydro-2H-pyran-3-yl]amino}-7H-pyrrolo[2,3-d]pyrimidin-5-yl)methanone